tert-Butyl 3-(3-hydroxy-3-(4-(trifluoromethyl)phenyl)prop-1-yn-1-yl)pyrrolidine-1-carboxylate OC(C#CC1CN(CC1)C(=O)OC(C)(C)C)C1=CC=C(C=C1)C(F)(F)F